O[C@]1(COCC1)CNC(OCC1=CC=CC=C1)=O Benzyl (S)-((3-hydroxytetrahydrofuran-3-yl)methyl)carbamate